6-(5-chloro-1H-indazol-4-yl)imidazo[1,2-a]pyridin ClC=1C(=C2C=NNC2=CC1)C=1C=CC=2N(C1)C=CN2